C(C=C)(=O)NC=1C=C(C(C(=O)NN)=CC1)C(=O)O 4-acrylamidophthalic hydrazide